α-(3-benzo[b]thiophenylmethyl)-proline S1C2=C(C(=C1)C[C@@]1(NCCC1)C(=O)O)C=CC=C2